O=C1C(C=CC=C1)O 2-oxophenol